C(C)S(=O)(=O)OC1=C(C=C(C=C1)NC(=O)NC1=CC(=C(C=C1)OS(=O)(=O)CC)C)C N,N'-di-[4-(ethanesulfonyloxy)-3-methyl-phenyl]urea